(E)-3-(benzo[d][1,3]dioxol-5-yl)-N,N-bis(thiophen-2-ylmethyl)acrylamide O1COC2=C1C=CC(=C2)/C=C/C(=O)N(CC=2SC=CC2)CC=2SC=CC2